C[C@H]1[C@H]([C@H](C[C@H](O1)OP(=O)([O-])OP(=O)([O-])OC[C@@H]2[C@H](C[C@@H](O2)N3C=C(C(=O)NC3=O)C)O)O)O The molecule is a nucleotide-sugar oxoanion obtained by deprotonation of the diphosphate OH groups of dTDP-2-deoxy-beta-L-fucose; major species at pH 7.3. It is a conjugate base of a dTDP-2-deoxy-beta-L-fucose.